NC=1C=C(C=2C=CC3=C(C=C(C=4C=CC1C2C43)S(=O)(=O)[O-])S(=O)(=O)[O-])S(=O)(=O)[O-].[Na+].[Na+].[Na+] trisodium 8-aminopyrene-1,3,6-trisulfonate salt